(isopropylamino)-6-(pyridin-4-yl)-1,5-naphthyridine-3-carboxamide C(C)(C)NC1=NC2=CC=C(N=C2C=C1C(=O)N)C1=CC=NC=C1